CC=1C(=NC(=NC1)N)N methylpyrimidine-2,4-diamine